C(C=C)(=O)N1CC(N(CC1)C=1C2=C(N(C(N1)=O)C=1C(=NC=CC1C)C(C)C)N=C(C(=C2)C#N)C2=C(C(=C(C=C2)F)F)F)C 4-(4-acryloyl-2-methylpiperazin-1-yl)-1-(2-isopropyl-4-methylpyridin-3-yl)-2-oxo-7-(2,3,4-trifluorophenyl)-1,2-dihydropyrido[2,3-d]pyrimidine-6-carbonitrile